8-(4-aminophenylthio)guanosine-5'-monophosphate P(=O)(O)(O)OC[C@@H]1[C@H]([C@H]([C@@H](O1)N1C(=NC=2C(=O)NC(N)=NC12)SC1=CC=C(C=C1)N)O)O